N1C=NC2=C1C1=CC=CC=C1C=C2 1H-naphtho[1,2-d]imidazole